1-acryloyl-4-(3-phenylpropionyl)piperazine C(C=C)(=O)N1CCN(CC1)C(CCC1=CC=CC=C1)=O